C(COCCOCCOCCCN)N 3,6,9-trioxa-1,12-dodecanediamine